tert-butyl 5-((1R,2S)-2-(((tert-butyldiphenylsilyl) oxy) methyl) cyclopropyl)-2,2-dimethylvalerate [Si](C1=CC=CC=C1)(C1=CC=CC=C1)(C(C)(C)C)OC[C@@H]1[C@@H](C1)CCCC(C(=O)OC(C)(C)C)(C)C